4-(((1R,3r,5S)-8-azabicyclo[3.2.1]oct-3-yloxy)methyl)-5-cyclopropyl-3-(2,6-dichlorophenyl)isoxazole tert-butyl-N-[5-fluoro-4-iodo-3-[1-(3-isopropoxyphenyl)vinyl]-2-pyridyl]carbamate C(C)(C)(C)OC(NC1=NC=C(C(=C1C(=C)C1=CC(=CC=C1)OC(C)C)I)F)=O.[C@H]12CC(C[C@H](CC1)N2)OCC=2C(=NOC2C2CC2)C2=C(C=CC=C2Cl)Cl